C(C1=CC=CC=C1)SC1=CC=C(C(=N1)C(=O)OC)OCC1CCOCC1 methyl 6-benzylthio-3-((tetrahydro-2H-pyran-4-yl) methoxy)-2-pyridinecarboxylate